1-(6,7-dihydro-5H-benzo[6,7]cyclohepta[1,2-c]pyridazin-3-yl)-N3-(7-(3-(R)-hydroxypyrrolidin-1-yl)-6,7,8,9-tetrahydro-5H-benzo[7]annulene-2-yl)-1H-1,2,4-triazole-3,5-diamine N1=NC(=CC2=C1C1=C(CCC2)C=CC=C1)N1N=C(N=C1N)NC=1C=CC2=C(CCC(CC2)N2C[C@@H](CC2)O)C1